C1=CC=CC2=CC3=CC=CC=C3C(=C12)CCC(=O)O 3-(anthracen-9-yl)propanoic acid